C(N)(OC(C=O)C1CCCCC1)=O 1-cyclohexyl-2-oxoethyl carbamate